[NH4+].N[C@@H](CC1=CC=CC=C1)C(=O)[O-] phenylalanine, ammonium salt